di-N-butyl sulfone CCCCS(=O)(=O)CCCC